CC1(OB(OC1(C)C)C=1C=C2C=NNC2=CC1)C 5-(4,4,5,5-tetramethyl-1,3,2-dioxaborol-2-yl)-1H-indazole